C1(CC1)[C@H]1CN=C2N1C1=CC=C(C=C1C(N2CC2=CN=C(S2)C)=O)S(=O)(=O)NC2(CC2)C (S)-1-cyclopropyl-N-(1-methylcyclopropyl)-4-((2-methylthiazol-5-yl)methyl)-5-oxo-1,2,4,5-tetrahydroimidazo[1,2-a]quinazoline-7-sulfonamide